N,N-dimethyl-3-[[5-[5-(trifluoromethyl)-1,2,4-oxadiazol-3-yl]-2-thienyl]methyl]imidazole-4-carboxamide CN(C(=O)C=1N(C=NC1)CC=1SC(=CC1)C1=NOC(=N1)C(F)(F)F)C